FC([C@@H]1CC=2C=3C(=N[C@H](C4=NC(=NN4C3SC2C1)C(=O)NCCO)C)C1=C(C=CC=C1F)F)F (7S,13R)-13-(difluoromethyl)-9-(2,6-difluorophenyl)-N-(2-hydroxyethyl)-7-methyl-16-thia-2,3,5,8-tetraazatetracyclo[8.6.0.02,6.011,15]hexadeca-1(10),3,5,8,11(15)-penta-ene-4-carboxamide